C(C)(C)N1N=NC=C1OCC1(CCC(CC1)=O)C(=O)OCC ethyl 1-(((1-isopropyl-1H-1,2,3-triazol-5-yl)oxy)methyl)-4-oxocyclohexane-1-carboxylate